ClC=1C=C(N)C=C(C1C)OCCN1CCOCC1 3-chloro-4-methyl-5-(2-morpholinoethoxy)aniline